NC1=CC(=NN1C(=O)OC(C)(C)C)C1CCC1 tert-butyl 5-amino-3-cyclobutylpyrazole-1-carboxylate